2,2-dipropyl-[1,3]-dioxane-4,6-dione C(CC)C1(OC(CC(O1)=O)=O)CCC